C(C1=CC=CC=C1)(=O)OC[C@H]1[C@@H](CC1)CNCC1(CCCC2=C(C(=CC=C12)Cl)F)COC=1C=CC(=NC1Br)C(=O)OC Methyl 5-((1-(((((1R,2R)-2-((benzoyloxy)methyl)cyclobutyl)methyl)amino)methyl)-6-chloro-5-fluoro-1,2,3,4-tetrahydronaphthalen-1-yl)methoxy)-6-bromopicolinate